tert-butyl 3-(2-ethoxy-2-oxoethylidene)azetidine-1-carboxylate C(C)OC(C=C1CN(C1)C(=O)OC(C)(C)C)=O